N1=CC=C[Sb]=CC=C1 [1,5]azastibocine